4'-((benzylcarbamoyl)(trans-4-((5-cyanopyridin-2-yl)amino)cyclohexyl)amino)biphenyl-3-carboxamide C(C1=CC=CC=C1)NC(=O)N(C1=CC=C(C=C1)C1=CC(=CC=C1)C(=O)N)[C@@H]1CC[C@H](CC1)NC1=NC=C(C=C1)C#N